COC(C1=CC(=NC=C1)CN1C[C@H](CC1)N1C(N(C=2C1=NC=CC2)C2=CC=C(C=C2)C2=CC=C(C=C2)C(=O)OC)=O)=O (S)-2-((3-(1-(4'-(methoxycarbonyl)-[1,1'-biphenyl]-4-yl)-2-oxo-1,2-dihydro-3H-imidazo[4,5-b]pyridin-3-yl)pyrrolidin-1-yl)methyl)isonicotinic acid methyl ester